(1H-pyrrolo[2,3-b]pyridin-4-yl)boric acid N1C=CC=2C1=NC=CC2OB(O)O